5-(5-(Aminocarbonyl)-2-[3-(morpholinomethyl)-3,4-dihydro-2(1H)-isoquinolinyl]carbonylphenyl)-N3-(4-hydroxyphenyl)-N3-(3-methoxy-2-methylbenzyl)-1,2-dimethyl-1H-pyrrole-3-carboxamide NC(=O)C=1C=CC(=C(C1)C1=CC(=C(N1C)C)C(=O)N(CC1=C(C(=CC=C1)OC)C)C1=CC=C(C=C1)O)C(=O)N1CC2=CC=CC=C2CC1CN1CCOCC1